CN(C1=NC=NC=2C=C(C=C(C12)O)N1CCOCC1)C 4-(dimethylamino)-7-morpholino-quinazolin-5-ol